tert-butyl 4-[[isopropyl-[3-(4-methoxycarbonylphenoxy)cyclobutyl]amino]methyl]piperidine-1-carboxylate C(C)(C)N(C1CC(C1)OC1=CC=C(C=C1)C(=O)OC)CC1CCN(CC1)C(=O)OC(C)(C)C